CO[Si](CCCC(C(N)(C)CCC[Si](OC)(OC)OC)(CN)CCC[Si](OC)(OC)OC)(OC)OC tris(3-trimethoxysilylpropyl)-methyl-1,3-propanediamine